N-(2,4-difluoro-3-((2-hydroxyethyl)amino)benzyl)-1'-ethyl-6'-fluoro-4'-oxo-3',4'-dihydro-1'H-spiro[piperidine-4,2'-quinoline]-1-carboxamide FC1=C(CNC(=O)N2CCC3(N(C4=CC=C(C=C4C(C3)=O)F)CC)CC2)C=CC(=C1NCCO)F